[Si](C1=CC=CC=C1)(C1=CC=CC=C1)(C(C)(C)C)[Si](C1=CC=CC=C1)(C1=CC=CC=C1)C(C)(C)C TBDPStertiary butyl-diphenyl-silicon